2,6-dipropyl-2,4,6,8-tetramethyl-cyclotetrasiloxane C(CC)[Si]1(O[SiH](O[Si](O[SiH](O1)C)(C)CCC)C)C